FC=1C=C(C=C(C1C=1C=NNC1)F)NC(CC1=CC(=CC=C1)C(F)(F)F)=O N-(3,5-Difluoro-4-(1H-pyrazol-4-yl)phenyl)-2-(3-(trifluoromethyl)phenyl)acetamide